p-dimethylaminobenzoic acid ethyl ester C(C)OC(C1=CC=C(C=C1)N(C)C)=O